rubidium furancarboxylate O1C(=CC=C1)C(=O)[O-].[Rb+]